(S)-(1-hydroxy-6-methylhept-2-yl)carbamic acid tert-butyl ester C(C)(C)(C)OC(N[C@H](CO)CCCC(C)C)=O